6-chloro-N-[5-(2,2-difluoroethoxy)-4-fluoro-6-methoxy-pyrimidin-2-yl]-1H-indole-3-sulfonamide ClC1=CC=C2C(=CNC2=C1)S(=O)(=O)NC1=NC(=C(C(=N1)F)OCC(F)F)OC